1-(4-(2-bromo-6-fluoro-3-(methoxymethoxy)pyridin-4-yl)-2-methylphenyl)-3-methyl-1,3-dihydro-2H-imidazol-2-one BrC1=NC(=CC(=C1OCOC)C1=CC(=C(C=C1)N1C(N(C=C1)C)=O)C)F